C(=C)(C)C(CC=C(CCO)C)CCC=C 6-isopropenyl-3-methyl-3,9-decadienol